Methyl 4-(bromomethyl)-3-(methylsulfonyl)benzoate BrCC1=C(C=C(C(=O)OC)C=C1)S(=O)(=O)C